2-phenylacetic acid 2-(((4-methoxy-3,5-dimethylpyridin-2-yl) methyl) thio)-1H-benzo[d]-imidazol-5-yl ester COC1=C(C(=NC=C1C)CSC1=NC2=C(N1)C=CC(=C2)OC(CC2=CC=CC=C2)=O)C